NCCC#CC1=CC=C(C=C1)C1=N[C@@H](C=2N(C3=C1C(=C(S3)C)C)C(=NN2)C)CC(=O)OC(C)(C)C tert-butyl (R)-2-(4-(4-(4-aminobut-1-yn-1-yl)phenyl)-2,3,9-trimethyl-6H-thieno[3,2-f][1,2,4]triazolo[4,3-a][1,4]diazepin-6-yl)acetate